γ-trimethoxysilylpropyl isocyanate CO[Si](CCCN=C=O)(OC)OC